(R)-2-((1-(2-cyano-7-methyl-3-(4-(1-methyl-1H-pyrazol-3-yl)piperidin-1-yl)quinoxalin-5-yl)ethyl)amino)-benzoic acid C(#N)C1=NC2=CC(=CC(=C2N=C1N1CCC(CC1)C1=NN(C=C1)C)[C@@H](C)NC1=C(C(=O)O)C=CC=C1)C